CN1[C@H](CCC1)C(C(=O)O)=C R-(1-methylpyrrolidin-2-yl)acrylic acid